NC1=NC(=NC=N1)N1C[C@]([C@@H](CC1)O)(C)F (3S,4R)-1-(4-Amino-1,3,5-triazin-2-yl)-3-fluoro-3-methylpiperidin-4-ol